NC[C@@H](CN(C(OC(C)(C)C)=O)CCCNC(=O)OC(C)(C)C)O Tert-butyl N-[(2S)-3-amino-2-hydroxy-propyl]-N-[3-(tertbutoxycarbonylamino)propyl]carbamate